1-(3-fluoro-4-{4-[2-(3-fluoroazetidin-1-yl)acetamido]-1H-1,2,3-triazol-1-yl}butyl)-N-[(3-fluoropyridin-2-yl)methyl]-1H-1,2,3-triazole-4-carboxamide FC(CCN1N=NC(=C1)C(=O)NCC1=NC=CC=C1F)CN1N=NC(=C1)NC(CN1CC(C1)F)=O